3,4,5-trifluoro-benzoic acid FC=1C=C(C(=O)O)C=C(C1F)F